5-isopropyl-N-(2-(3-methyl-1-(methyl-d3)-1H-pyrazol-4-yl)pyrimidin-4-yl)-8-((2R,3S)-2-methyl-3-((methylsulfonyl)methyl)azetidin-1-yl)isoquinolin-3-amine C(C)(C)C1=C2C=C(N=CC2=C(C=C1)N1[C@@H]([C@H](C1)CS(=O)(=O)C)C)NC1=NC(=NC=C1)C=1C(=NN(C1)C([2H])([2H])[2H])C